(S)-2-(6-Chloro-4-((3-methylpiperidin-1-yl)methyl)pyridin-2-yl)-6-(3-((4-methyl-4H-1,2,4-triazol-3-yl)methyl)oxetan-3-yl)isoindolin-1-one ClC1=CC(=CC(=N1)N1C(C2=CC(=CC=C2C1)C1(COC1)CC1=NN=CN1C)=O)CN1C[C@H](CCC1)C